C(C(=C)C)(=O)OC1=C(C(=O)C2=CC=CC=C2)C=CC=C1 methacryloxybenzophenone